O[C@H]1[C@@H](C[C@H](CC1)C1(C=C(NN1[C@@H](C)C=1C=C(C=CC1)C)C(=O)NC)C(=O)N)C 5-((1S,3R,4R)-4-hydroxy-3-methylcyclohexyl)-N3-methyl-1-((S)-1-(m-tolyl)ethyl)-1H-pyrazole-3,5-dicarboxamide